2-Cyclobutoxy-1-(4-(trans-2-phenylcyclopropanecarbonyl)piperazin-1-yl)ethanone C1(CCC1)OCC(=O)N1CCN(CC1)C(=O)[C@H]1[C@@H](C1)C1=CC=CC=C1